4-oxo-N-[(2-{[(pent-3-yn-1-yl)amino]methyl}-1H-indol-6-yl)methyl]-4H-pyrido[1,2-a]pyrimidine-2-carboxamide O=C1C=C(N=C2N1C=CC=C2)C(=O)NCC2=CC=C1C=C(NC1=C2)CNCCC#CC